BrC1=C(C=C(C(=C1)Br)OC)C 4,6-dibromo-3-methylanisole